C(C)(=O)C=1C(=NC(=CC1)N1C=NC2=C1C=CC(=C2)NC=2C=NC(=NC2)C)N2N=C(C=C2C)C#N 1-[3-acetyl-6-[5-[(2-methylpyrimidin-5-yl)amino]benzimidazol-1-yl]-2-pyridyl]-5-methyl-pyrazole-3-carbonitrile